[Cl-].[Cl-].FC(C1=CC=C(C=C1)C(=[Zr+2](C1=C(C(=CC=2C3=CC(=C(C=C3CC12)C(C)(C)C)C(C)(C)C)C(C)(C)C)C(C)(C)C)C1C=CC=C1)C1=CC=C(C=C1)C(F)(F)F)(F)F di-(p-trifluoromethyl-phenyl)methylene(cyclopentadienyl)(2,3,6,7-tetra-tert-butylfluorenyl)zirconium dichloride